FC(C(C(O)(F)F)(F)F)CCCCCC Pentafluorononanol